2,4,6-trimethyl-N-(4-((2-(pyrrolidin-1-yl)pyrimidin-4-yl)amino)phenyl)benzenesulfonamide CC1=C(C(=CC(=C1)C)C)S(=O)(=O)NC1=CC=C(C=C1)NC1=NC(=NC=C1)N1CCCC1